C1=CC=CC=2C3=CC=CC=C3N(C12)C1=CC=CC2=C1C1=C(O2)C=C(C=C1)N(C1=CC=C(C=C1)C1=CC=C(C=C1)C1=CC2=C(C=CC=C2C=C1)C1=CC=CC=C1)C1=CC=CC=C1 9-(9H-carbazol-9-yl)-N-phenyl-N-(4'-(8-phenylnaphthalen-2-yl)-[1,1'-biphenyl]-4-yl)dibenzo[b,d]furan-3-amine